C(=O)C1=C(OC2CN(C2)C2=NC=CC(=C2)C(=O)O)C=CC=C1OCC1=CC=C(C=C1)OC 2-(3-{2-formyl-3-[(4-methoxyphenyl)methoxy]phenoxy}azetidin-1-yl)pyridine-4-carboxylic acid